tert-Butyl (3-((3aR,4S,9bR)-4-(hydroxymethyl)-1-(pyridin-4-ylmethyl)-2,3,3a,4,5,9b-hexahydro-1H-pyrrolo[3,2-c]quinolin-8-yl)phenyl)carbamate OC[C@H]1NC=2C=CC(=CC2[C@H]2[C@@H]1CCN2CC2=CC=NC=C2)C=2C=C(C=CC2)NC(OC(C)(C)C)=O